CC1=CC=CC=2N(C(N(C21)C=2C=NC(=C(C2)C)C2=C1C(=CN=C2)NN=C1)=O)CC(=O)NCC(F)(F)F 2-[4-methyl-3-[5-methyl-6-(1H-pyrazolo[3,4-c]pyridin-4-yl)-3-pyridyl]-2-oxo-benzimidazol-1-yl]-N-(2,2,2-trifluoroethyl)acetamide